1-(5-(4-Amino-7-(1-trideuteriomethyl-1H-pyrazol-4-yl)thieno[3,2-c]pyridin-3-yl)indolin-1-yl)-2-phenylethanone NC1=NC=C(C2=C1C(=CS2)C=2C=C1CCN(C1=CC2)C(CC2=CC=CC=C2)=O)C=2C=NN(C2)C([2H])([2H])[2H]